(phenyl-(piperidin-4-yl)methyl)-4-(trifluoromethoxy)benzenesulfonamide C1(=CC=CC=C1)C(C1CCNCC1)C1=C(C=CC(=C1)OC(F)(F)F)S(=O)(=O)N